2-methylpropyl 3-(2-(dimethylamino)ethyl)-5-methoxy-1H-indole-1-carboxylate di-trifluoroacetate FC(C(=O)O)(F)F.FC(C(=O)O)(F)F.CN(CCC1=CN(C2=CC=C(C=C12)OC)C(=O)OCC(C)C)C